C(C)C1(COC1)COCC1(COC1)CC 3-ethyl-3-([(3-ethyloxetan-3-yl)methoxy]methyl)oxetane